OC1=NC=C(C(=N1)O)C=O 2,4-dihydroxypyrimidine-5-carbaldehyde